4-hydroxy-N-[(1S)-1-[4-(4-methyl-1,3-thiazepin-5-yl)phenyl]ethyl]tetrahydropyrrole-2-carboxamide OC1CC(NC1)C(=O)N[C@@H](C)C1=CC=C(C=C1)C1=C(N=CSC=C1)C